(tert-butoxy)-N-(4-piperidinylmethyl)carboxamide C(C)(C)(C)OC(=O)NCC1CCNCC1